3-morpholino-propanesulfonic acid O1CCN(CC1)CCCS(=O)(=O)O